C(C)OC(=O)C=1CO[C@](CC1O)(C(F)(F)F)C.C1(CC1)OC1=NC=C(C=C1B1OC(C(O1)(C)C)(C)C)F 2-(cyclopropoxy)-5-fluoro-3-(4,4,5,5-tetramethyl-1,3,2-dioxaborolan-2-yl)pyridine ethyl-(R)-4-hydroxy-6-methyl-6-(trifluoromethyl)-5,6-dihydro-2H-pyran-3-carboxylate